5-bromo-2-(trifluoromethyl)-[1,2,4]triazolo[1,5-a]pyrimidine BrC1=NC=2N(C=C1)N=C(N2)C(F)(F)F